OC[C@@H]1C[C@@]2(CCCN2[C@@H]1C1=C(C=CC=C1)O)C(=O)OC(C)(C)C tert-butyl (2R,3S,7aS)-2-(hydroxymethyl)-3-(2-hydroxyphenyl)-tetrahydro-1H-pyrrolizine-7a(5H)-carboxylate